4,4'-propane-2,2-diylbis(4,1-phenylene)dioxydiphenol CC(C)(C1=CC=C(C=C1)OC1=CC=C(C=C1)O)C1=CC=C(C=C1)OC1=CC=C(C=C1)O